Trimethylmono-n-octylammonium monomethyl-carbonate COC([O-])=O.C[N+](CCCCCCCC)(C)C